(1R,5S,6r)-N-(2-(8-(isopropylsulfanyl)imidazo[1,5-a]pyridin-3-yl)propan-2-yl)-3-azabicyclo[3.1.0]hexane-6-carboxamide C(C)(C)SC=1C=2N(C=CC1)C(=NC2)C(C)(C)NC(=O)C2[C@H]1CNC[C@@H]21